C(C)OC=1C=C(C=C(C1OC)F)C=1C=C(C=NC1)C1CB(OC1)O 4-(5-(3-ethoxy-5-fluoro-4-methoxyphenyl)pyridin-3-yl)-1,2-oxaborolan-2-ol